5-[[4-[[2-(6-methyl-2-pyridyl)pyrrolo[2,1-f][1,2,4]triazin-4-yl]amino]pyrimidin-2-yl]amino]thiophene-3-carboxylic acid CC1=CC=CC(=N1)C1=NN2C(C(=N1)NC1=NC(=NC=C1)NC1=CC(=CS1)C(=O)O)=CC=C2